[1-(thiazol-2-ylmethyl)-4-piperidinyl]methylamine S1C(=NC=C1)CN1CCC(CC1)CN